N1C=CC2=CC(=CC=C12)CNC(=O)C=1OC=C(N1)C1=NC(=NC=C1C)NC1=CC=NN1C N-((1H-indol-5-yl)methyl)-4-(5-methyl-2-((1-methyl-1H-pyrazol-5-yl)amino)pyrimidin-4-yl)oxazole-2-carboxamide